(S)-2-hydroxy-1-phenylethan-1-aminium (S)-1-methyl-2-oxo-3-(prop-2-yn-1-yl)pyrrolidine-3-carboxylate CN1C([C@](CC1)(C(=O)[O-])CC#C)=O.OC[C@@H]([NH3+])C1=CC=CC=C1